(S)-N-(2,2-difluoro-1-(5-fluoro-1-neopentyl-6-(2-(trifluoromethyl)pyridin-3-yl)-1H-indol-3-yl)ethyl)propane-2-sulfonamide FC([C@H](C1=CN(C2=CC(=C(C=C12)F)C=1C(=NC=CC1)C(F)(F)F)CC(C)(C)C)NS(=O)(=O)C(C)C)F